ClC1=CC=C(C=N1)NC1=NC=CC2=CC(=CC=C12)OCCCS(=O)(=O)C N-(6-chloropyridin-3-yl)-6-(3-(methylsulfonyl)propoxy)isoquinolin-1-amine